CC1=NC(=CC(=N1)N1CC2(C1)CN(CC2)C2=NC(=CN=C2)C2=CC=NN2C2OCCCC2)C(F)(F)F 2-(2-methyl-6-(trifluoromethyl)pyrimidin-4-yl)-6-(6-(1-(tetrahydro-2H-pyran-2-yl)-1H-pyrazol-5-yl)pyrazin-2-yl)-2,6-diazaspiro[3.4]octane